N-(5-(2-(4-azaspiro[2.4]heptan-4-yl)acetamido)-2-methylpyridin-3-yl)-2-(1-(3-methoxypropyl)-1H-pyrazol-4-yl)-1H-pyrrolo[2,3-b]pyridine-5-carboxamide C1CC12N(CCC2)CC(=O)NC=2C=C(C(=NC2)C)NC(=O)C=2C=C1C(=NC2)NC(=C1)C=1C=NN(C1)CCCOC